5-methyloxazole-4-carboxylic acid CC1=C(N=CO1)C(=O)O